C(C)(C)(C)OC(=O)N1C[C@@H](CCC1)N1C(N(CC=2C1=NC(=NC2)N)C2=C(C=CC=C2C)F)=O tert-butyl-(3R)-3-[7-amino-3-(2-fluoro-6-methyl-phenyl)-2-oxo-4H-pyrimido[4,5-d]pyrimidin-1-yl]piperidine-1-carboxylate